FC=1C=NC(=NC1)N1CCN(CC1)C1=CC=C(N)C=C1 4-(4-(5-fluoropyrimidin-2-yl)piperazine-1-yl)aniline